[Hf].C(C)(C)(C)C=1C=C(C=C(C1)C(C)(C)C)C(NC1=C(C=CC=C1C)C)C1=NC=CC=C1 N-((3,5-di-tert-butylphenyl)(pyridin-2-yl)methyl)-2,6-dimethylaniline hafnium